ClC1=C(C=CC(=C1)F)S(=O)(=O)NC1=CC=C2CCCN(C2=C1)S(=O)(=O)C1=CC=C(C=C1)F 2-chloro-4-fluoro-N-(1-((4-fluorophenyl)sulfonyl)-1,2,3,4-tetrahydroquinolin-7-yl)benzenesulfonamide